ClC=1C=NN2C1N=C(NC1=C2C=C(C=C1)N1CC(C1)OC)C1=C(C=CC=C1F)F 3-chloro-5-(2,6-difluorophenyl)-9-(3-methoxyazetidin-1-yl)-6H-pyrazolo[1,5-a][1,3,5]benzotriazepine